(R)-1-((4-(difluoromethyl)-5'-fluoro-2'-methyl-[2,4'-bipyridinyl]-5-yl)oxy)-2,4-dimethylpentan-2-amine FC(C1=CC(=NC=C1OC[C@@](CC(C)C)(N)C)C1=CC(=NC=C1F)C)F